5-(4-methoxyphenyl)-1-methyl-4-oxopyridine-3-carboxamide hydrochloride Cl.COC1=CC=C(C=C1)C=1C(C(=CN(C1)C)C(=O)N)=O